4-methylisochroman-6-carboxamide CC1COCC2=CC=C(C=C12)C(=O)N